C(CCCCCCCCCCCCCCC(C)C)CC(C)CCC[C@@H](C)[C@H]1CC[C@H]2[C@@H]3CC=C4C[C@@H](O)CC[C@]4(C)[C@H]3CC[C@]12C isostearyl-cholesterol